N-methyl-2-(methylthio)-5-((phenylamino)methyl)pyrimidin-4-amine CNC1=NC(=NC=C1CNC1=CC=CC=C1)SC